ClC1=C(C=CC=C1Cl)C1=NNC2=NC(=CN=C21)N2CCC(CC2)C 1-[3-(2,3-dichlorophenyl)-1H-pyrazolo[3,4-b]pyrazin-6-yl]-4-methylpiperidine